Methyl 1-(4'-fluoro-2'-(N-(5-oxo-5,6,7,8-tetrahydro-1,6-naphthyridin-3-yl)sulfamoyl)-[1,1'-biphenyl]-4-yl)cyclopropane-1-carboxylate FC1=CC(=C(C=C1)C1=CC=C(C=C1)C1(CC1)C(=O)OC)S(NC=1C=NC=2CCNC(C2C1)=O)(=O)=O